ClC1=CC=C(C=C1)CCC(=O)NC1=CC=C(C=C1)C1=CC=NC=C1 3-(4-chlorophenyl)-N-(4-(pyridin-4-yl)phenyl)propionamide